O=C(C(=O)NCC(=O)N[C@@H](CC1=CC=CC=C1)C(=O)OC)[C@H]1N(CCC1)C(CNC(=O)C1=CC=NC2=CC=CC=C12)=O Methyl (2-oxo-2-((S)-1-((chinolin-4-carbonyl)glycyl)pyrrolidin-2-yl)acetyl)glycyl-L-phenylalaninat